CN(CCOC(C(C)(C)C)=O)CCOC(C(C)(C)C)=O N-methylbis(2-trimethylacetoxyethyl)amine